2,3,5-trifluoro-6-nitrophenol FC1=C(C(=C(C=C1F)F)[N+](=O)[O-])O